N[C@H](C(=O)OC)CCCNC(C1=CC=C(C=C1)N=[N+]=[N-])=O Methyl (S)-2-amino-5-(4-azidobenzamido)pentanoate